methyl 2-(chloromethyl)-4-(2-methoxyethoxy)-1H-benzo[d]imidazole-6-carboxylate ClCC1=NC2=C(N1)C=C(C=C2OCCOC)C(=O)OC